(R)-2-(3-(1-aminoethyl)phenyl)-2,2-difluoroethan-1-ol N[C@H](C)C=1C=C(C=CC1)C(CO)(F)F